5-(4-((5-fluoro-3-oxo-2-(trifluoromethyl)-4H-quinoxalin-6-yl)methyl)piperazin-1-yl)-6-methyl-N-(methyl-d3)pyridine-2-carboxamide FC1=C2NC(C(=NC2=CC=C1CN1CCN(CC1)C=1C=CC(=NC1C)C(=O)NC([2H])([2H])[2H])C(F)(F)F)=O